C1(=CC=CC=C1)C(C1=CC=CC=C1)=NC=1N=CC(=NC1)N1C[C@@H](N(CC1)C(=O)OC(C)(C)C)C tert-butyl (S)-4-(5-((diphenylmethylene) amino)pyrazin-2-yl)-2-methylpiperazine-1-carboxylate